C(CN(CC)CC)N(CC)CC ethylenebis(diethylamine)